C(C)OCCN1N=CC=2C1=NC(=CN2)C(=O)N2CC(CCC2)COC=2C(=NC=CC2)C(F)(F)F 3-({1-[1-(2-ethoxyethyl)pyrazolo[3,4-b]pyrazine-6-carbonyl]piperidin-3-yl}methoxy)-2-(trifluoromethyl)pyridine